S1C=NC2=C1C=CC(=C2)\C=N/S(=O)C(C)(C)C (NZ)-N-(1,3-benzothiazol-5-ylmethylene)-2-methyl-propane-2-sulfinamide